tert-Butyl 2-(4-chloro-5-(4,4,5,5-tetramethyl-1,3,2-dioxaborolan-2-yl)-2H-indazol-2-yl)acetate ClC=1C2=CN(N=C2C=CC1B1OC(C(O1)(C)C)(C)C)CC(=O)OC(C)(C)C